3-(5-(4-((4'-chloro-5,5-dimethyl-3,4,5,6-tetrahydro-[1,1'-biphenyl]-2-yl)methyl)-3,3-dimethylpiperazine-1-carbonyl)-7-fluoro-1-oxoisoindolin-2-yl)piperidine-2,6-dione ClC1=CC=C(C=C1)C1=C(CCC(C1)(C)C)CN1C(CN(CC1)C(=O)C=1C=C2CN(C(C2=C(C1)F)=O)C1C(NC(CC1)=O)=O)(C)C